C(C)C1=NC(=NC=C1)C1=CC=C(N)C=C1 4-(4-ethylpyrimidin-2-yl)aniline